tert-butyl 2-(5-bromo-2-methylsulfanyl-6-oxo-pyrimidin-1-yl)acetate BrC1=CN=C(N(C1=O)CC(=O)OC(C)(C)C)SC